C1(CC1)[C@@H](C)C=1C(=C2CCC2=CC1)NC(=O)NS(=O)(=N)C1=CN=C(S1)C(C)(C)O N-((3-((R)-1-cyclopropylethyl)bicyclo[4.2.0]octa-1,3,5-trien-2-yl)carbamoyl)-2-(2-hydroxypropan-2-yl)thiazole-5-sulfonimidamide